(R)-2-acetyl-N'-((1,2,3,5,6,7-hexahydro-s-indacen-4-yl)carbamoyl)-thiazole-5-sulfonimidamide C(C)(=O)C=1SC(=CN1)[S@@](=O)(N)=NC(NC1=C2CCCC2=CC=2CCCC12)=O